3-(N-(5-cyano-2-(pyridin-3-yl)phenyl)sulfamoyl)-4-cyclopropylbenzoic Acid C(#N)C=1C=CC(=C(C1)NS(=O)(=O)C=1C=C(C(=O)O)C=CC1C1CC1)C=1C=NC=CC1